(8-ethyl-5,6,7,8-tetrahydro-1H-pyrrolo[3,2-g]quinolin-2-yl)methanone tert-butyl-2,9-diazaspiro[5.5]undecane-2-carboxylate C(C)(C)(C)OC(=O)N1CC2(CCC1)CCNCC2.C(C)N2CCCC1=CC3=C(C=C21)NC(=C3)C=O